C(CCC)N[C@@H]1C(O)O[C@@H]([C@H]([C@@H]1O)O)CO N-butyl-mannosamine